C(C)(=O)O[C@H]1[C@@H](SC2=CC(=CC(=C2)Cl)Cl)O[C@@H]([C@@H]([C@@H]1N1N=NC(=C1)C=1SC=CN1)OC(C)=O)COC(C)=O 3,5-dichlorophenyl 2,4,6-tri-O-acetyl-3-deoxy-3-[4-(2-thiazolyl)-1H-1,2,3-triazol-1-yl]-1-thio-alpha-D-galactopyranoside